BrC1=C(C(=CC2=C(N(N=C12)C)NC(=O)OC(C)(C)C)NC(=O)C1=CC(=CC(=C1)F)C(F)(F)F)C(=O)C1=C(C=CC(=C1)F)Cl 2-methylpropan-2-yl ({7-bromo-6-[(2-chloro-5-fluorophenyl)carbonyl]-5-({[5-fluoro-3-(trifluoromethyl)phenyl]carbonyl}amino)-2-methylindazol-3-yl}amino)methanoate